N1(CCCCC1)CCCOC1=CC=C(C(=O)OC)C=C1 Methyl 4-(3-(piperidin-1-yl)propoxy)benzoate